2-(3,5-dichloro-1-methyl-indazol-4-yl)ethanone ClC1=NN(C2=CC=C(C(=C12)CC=O)Cl)C